5-amino-8-hydroxyquinoline dihydrochloride Cl.Cl.NC1=C2C=CC=NC2=C(C=C1)O